CC(C(=O)C1=CC=C(C=C1)S(=O)(=O)O)(C)C 2,2-dimethyl-(4-sulfophenyl)-1-propanone